6-(1-methylcyclopropyl)-5,8-dihydropyrido[4,3-d]pyrimidin-7(6H)-one CC1(CC1)N1CC2=C(N=CN=C2)CC1=O